COC=1C(=NC=CC1C1=NOC(=N1)CN(S(=O)(=O)C)C)NC1=C(N=NC(=C1)NC1=NC=CC(=C1)C)C(=O)NC([2H])([2H])[2H] 4-[(3-methoxy-4-{5-[(N-methylmethanesulfonamido)methyl]-1,2,4-oxadiazol-3-yl}pyridin-2-yl)amino]-N-(2H3)methyl-6-[(4-methylpyridin-2-yl)amino]pyridazine-3-carboxamide